(isobutyryloxy)methyl 4-((6,7-dichloro-1,2,3,4-tetrahydronaphthalen-2-yl)oxy)-1H-1,2,3-triazole-5-carboxylate ClC=1C=C2CCC(CC2=CC1Cl)OC=1N=NNC1C(=O)OCOC(C(C)C)=O